Sodium perfluoro-1-propanesulfonic acid FC(C(C(F)(F)F)(F)F)(S(=O)(=O)O)F.[Na]